5-chloro-2-[2-[3-[(5-chloro-3-ethyl-2(3H)-benzothiazol-ylidene)ethylidene]-2-(diphenylamino)-1-cyclopenten-1-yl]ethenyl]-3-ethyl-benzothiazolium perchlorate Cl(=O)(=O)(=O)[O-].ClC=1C=CC2=C([N+](=C(S2)C=CC2=C(C(CC2)=CC=C2SC3=C(N2CC)C=C(C=C3)Cl)N(C3=CC=CC=C3)C3=CC=CC=C3)CC)C1